4-(4-{3,8-diazabicyclo[3.2.1]octan-3-yl}-8-fluoro-2-{[1-(morpholin-4-ylmethyl)cyclopropyl]methoxy}pyrido[4,3-d]pyrimidin-7-yl)-5-ethynyl-6-fluoronaphthalen-2-ol C12CN(CC(CC1)N2)C=2C1=C(N=C(N2)OCC2(CC2)CN2CCOCC2)C(=C(N=C1)C1=CC(=CC2=CC=C(C(=C12)C#C)F)O)F